(1R,2S,3R,5S)-3-(4-amino-5-(thiazol-2-yl)-7H-pyrrolo[2,3-d]pyrimidin-7-yl)-5-(azetidin-3-ylmethyl)cyclopentane-1,2-diol NC=1C2=C(N=CN1)N(C=C2C=2SC=CN2)[C@H]2[C@@H]([C@@H]([C@H](C2)CC2CNC2)O)O